dibutyl-ethoxide C(CCC)C([O-])(C)CCCC